BrC1=C(N(C=2N(C1=O)N=C(N2)C=2CCOCC2)CC(=O)NC2=C(C=C(C=C2)C(F)(F)F)Cl)CC 2-[6-bromo-2-(3,6-dihydro-2H-pyran-4-yl)-5-ethyl-7-oxo-[1,2,4]triazolo[1,5-a]pyrimidin-4-yl]-N-[2-chloro-4-(trifluoromethyl)phenyl]acetamide